3-(PROP-2-YN-1-YLAMINO)BUTANOIC ACID C(C#C)NC(CC(=O)O)C